N-(4-(4-amino-5-(3-methoxy-4-((6-methylpyridin-2-yl)oxy)phenyl)-7-methyl-7H-pyrrolo[2,3-d]pyrimidin-6-yl)phenyl)methacrylamide NC=1C2=C(N=CN1)N(C(=C2C2=CC(=C(C=C2)OC2=NC(=CC=C2)C)OC)C2=CC=C(C=C2)NC(C(=C)C)=O)C